C(CCC)N1CN(CN(C1)CCCC)CCCC 1,3,5-tributyl-hexahydros-triazine